1-pyrrolidin-1-yl-2-[[(1S,2R)-2-phenylcyclohexyl]amino]ethanone N1(CCCC1)C(CN[C@@H]1[C@H](CCCC1)C1=CC=CC=C1)=O